FC=1C=C2C=3C=CC(=CC3NC2=CC1F)CNC(=O)C1=CC=C(CNC(OC(C)(C)C)=O)C=C1 tert-butyl (4-(((6,7-difluoro-9H-carbazol-2-yl)methyl)carbamoyl)benzyl)carbamate